ClCC=1C=C(OCCCCCCONC(OC(C)(C)C)=O)C=C(C1)CCl tert-Butyl ((6-(3,5-bis(chloromethyl)phenoxy)hexyl)oxy)carbamate